N-(3-(dimethylamino)propyl)-2-(4-fluoro-3-methoxyphenyl)-1-((1r,3r)-3-(methylcarbamoyl)cyclobutyl)-1H-benzo[d]imidazole-6-carboxamide CN(CCCNC(=O)C=1C=CC2=C(N(C(=N2)C2=CC(=C(C=C2)F)OC)C2CC(C2)C(NC)=O)C1)C